(6S)-6-{2-Chloro-3-[(1-methyl-2-oxopyridin-4-yl)amino]-phenyl}-2-imino-6-methyl-3-(tetrahydropyran-4-yl)-hexahydropyrimidin-4-one ClC1=C(C=CC=C1NC1=CC(N(C=C1)C)=O)[C@@]1(CC(N(C(N1)=N)C1CCOCC1)=O)C